NC1=C(C=C(C=N1)C1=CC=C(C=C1)C(=O)N1CCN(CC1)C)OCC1=C(C=CC=C1Cl)Cl {4-[6-amino-5-(2,6-dichloro-benzyloxy)-pyridin-3-yl]-phenyl}-(4-methyl-piperazin-1-yl)-methanone